Cl.NC/C(/CN1N=CN(C1=O)CC=1SC(=CC1)C1=CC=C(C=C1)N)=C/F 2-[(2Z)-2-(aminomethyl)-3-fluoroprop-2-en-1-yl]-4-{[5-(4-aminophenyl)thiophen-2-yl]methyl}-2,4-dihydro-3H-1,2,4-triazol-3-one hydrochloride